C(C)(=O)SCC(=O)ON1C(CCC1=O)=O (2,5-dioxopyrrolidin-1-yl) 2-acetylsulfanylacetate